BrC1=C(NC(C2=CC=CC=C12)=O)C1=CC=C(C#N)C=C1 4-(4-bromo-1-oxo-1,2-dihydroisoquinolin-3-yl)benzonitrile